N1N=NC=C1C1=CC=C(CN2C3=NC(=NC=C3NC2=O)C2=C(C=CC=C2)C(C)C)C=C1 (4-(1H-1,2,3-triazol-5-yl)benzyl)-2-(2-isopropylphenyl)-7,9-dihydro-8H-purin-8-one